ClCC(=O)NNC(CC1=CC=C(C=C1)Cl)=O 2-chloro-N'-(2-(4-chlorophenyl)acetyl)acethydrazide